BrC1=CC(=C(C=C1OC)CCO)Cl 2-(4-bromo-2-chloro-5-methoxyphenyl)ethanol